N1C=CC=2C1=NC=C(C2)C=2C=C(C=CC2)C=CC(=O)NC2=C(C=C(C=C2)F)F 3-(3-(1H-pyrrolo[2,3-b]pyridin-5-yl)phenyl)-N-(2,4-difluorophenyl)acrylamide